FC(C(C)(C)C(C(=O)OCC)C(=O)OCC)F Diethyl 2-(1,1-difluoro-2-methylpropan-2-yl)malonate